butyl-ethanolamine C(CCC)C(O)CN